CC1=C(N(C=C1C)C1=CC=CC=C1)C=C1C(NC(S1)=O)=O 5-((3,4-Dimethyl-1-phenyl-1H-pyrrol-2-yl)methylene)thiazolidine-2,4-dione